2-(1-(4-Amino-3-(3-(methoxymethyl)phenyl)-1H-pyrazolo[3,4-d]pyrimidin-1-yl)ethyl)-3-(3-Fluorophenyl)-4H-chromen-4-one NC1=C2C(=NC=N1)N(N=C2C2=CC(=CC=C2)COC)C(C)C=2OC1=CC=CC=C1C(C2C2=CC(=CC=C2)F)=O